CC1=CC=C(C=C1)S(=O)(=O)NC(C(N)C1=CC=CC=C1)C1=CC=CC=C1 (-)-N-(4-toluenesulfonyl)-1,2-diphenyl-ethylenediamine